CC(C(C)N)C (E)-3-methylbutan-2-amine